O=C1C(=CN(C2=NC=CC=C12)C1=C(C=C(C=C1F)F)F)C(=O)N 4-oxo-1-(2,4,6-trifluorophenyl)-1,4-dihydro-1,8-naphthyridine-3-carboxamide